methyl 2-bromo-4-[3-[(4,5-dichloro-1-methyl-indole-2-carbonyl)amino] tetrahydrofuran-3-yl]benzoate BrC1=C(C(=O)OC)C=CC(=C1)C1(COCC1)NC(=O)C=1N(C2=CC=C(C(=C2C1)Cl)Cl)C